9-(4-((1-(3-Fluoropropyl)azetidin-3-yl)methyl)phenyl)-8-(2-methoxypyridin-4-yl)-6,7-dihydro-5H-benzo[7]annulen FCCCN1CC(C1)CC1=CC=C(C=C1)C1=C(CCCC2=C1C=CC=C2)C2=CC(=NC=C2)OC